methyl (2S,3S,4R,5S,6S)-3,4,5-triacetoxy-6-[2-[2-(hydroxymethyl)-5-nitro-phenyl]ethynyl]tetrahydropyran-2-carboxylate C(C)(=O)O[C@@H]1[C@H](O[C@H]([C@@H]([C@H]1OC(C)=O)OC(C)=O)C#CC1=C(C=CC(=C1)[N+](=O)[O-])CO)C(=O)OC